palladium 2,3-oxiranedicarboxylic acid O1C(C1C(=O)O)C(=O)O.[Pd]